2-(5-iodo-4-methoxy-7H-pyrrolo[2,3-d]pyrimidin-7-yl)isonicotinic acid IC1=CN(C=2N=CN=C(C21)OC)C=2C=C(C(=O)O)C=CN2